N1C=CC2=CC(=CC=C12)C#CC1=C(C=CC=C1)NC(C)=O N-(2-((1H-indol-5-yl)ethynyl)phenyl)acetamide